O1COC2=C1C=CC(=C2)NS(=O)(=O)C2=CC(=CC=C2)C(=O)N2CCC1=CC=CC=C21 N-(benzo[d][1,3]dioxol-5-yl)-3-(indoline-1-carbonyl)benzenesulfonamide